ClC1=CC2=C(N=C(NC2=O)C2CCN(CC2)CCOC)C=N1 6-chloro-2-[1-(2-methoxyethyl)piperidin-4-yl]pyrido[3,4-d]pyrimidin-4(3H)-one